3-Hydroxy-4-[(2-hydroxy-5-methylphenyl)azo]-1-naphthalenesulfonic acid OC=1C=C(C2=CC=CC=C2C1N=NC1=C(C=CC(=C1)C)O)S(=O)(=O)O